ClC1=C(C(=CC(=C1)F)Cl)NC=1N(C2=NC(=NC=C2N1)NC1CCN(CC1)S(=O)(=O)C)C1CCC(CC1)C(=O)N (1s,4s)-4-(8-(2,6-dichloro-4-fluorophenylamino)-2-(1-(methylsulfonyl)piperidin-4-ylamino)-9H-purin-9-yl)cyclohexanecarboxamide